CC=1C=C(C=CC1C)C1=CC=C(C(=N1)O)C=1NC(=CN1)\C=C\S(=O)(=O)C (E)-6-(3,4-dimethylphenyl)-3-(5-(2-(methylsulfonyl)vinyl)-1H-imidazol-2-yl)pyridin-2-ol